4-(methoxymethyloxy)-2-[(4-methoxyphenyl)methoxy]benzaldehyde COCOC1=CC(=C(C=O)C=C1)OCC1=CC=C(C=C1)OC